3-(5-((9-(2-(5-((4-([1,1'-biphenyl]-3-yl)-5-chloropyrimidin-2-yl)amino)pyridin-3-yl)-1-oxo-2,8-diazaspiro[4.5]decan-8-yl)nonyl)oxy)-1-oxoisoindolin-2-yl)piperidine-2,6-dione C1(=CC(=CC=C1)C1=NC(=NC=C1Cl)NC=1C=C(C=NC1)N1C(C2(CC1)CCN(CC2)CCCCCCCCCOC=2C=C1CN(C(C1=CC2)=O)C2C(NC(CC2)=O)=O)=O)C2=CC=CC=C2